NC=1SC(=C(N1)C=1C=C(C#N)C=CC1)C1=CC(=NC(=C1)C)COC 3-[2-amino-5-[2-(methoxymethyl)-6-methyl-4-pyridinyl]Thiazol-4-yl]Benzonitrile